N=1C=NN2C1C=CC(=C2)C2=CNC1=NC=C(C=C12)NC(=O)C1CCN(CC1)C N-(3-([1,2,4]triazolo[1,5-a]pyridin-6-yl)-1H-pyrrolo[2,3-b]pyridin-5-yl)-1-methylpiperidine-4-carboxamide